2-(((1S,3S)-3-((2-Oxo-2H-[1,3'-bipyridin]-6'-yl)amino)cyclopentyl)amino)benzo[d]thiazole-5-carbonitrile O=C1N(C=CC=C1)C=1C=NC(=CC1)N[C@@H]1C[C@H](CC1)NC=1SC2=C(N1)C=C(C=C2)C#N